FC(C(=O)N1CC2=CC(=CC(=C2C1)[N+](=O)[O-])NC1=CC=C(C=C1)N1CCC(CC1)C)(F)F 2,2,2-trifluoro-1-(6-((4-(4-methylpiperidin-1-yl)phenyl)amino)-4-nitroisoindolin-2-yl)ethan-1-one